O1C(CCCC1)N1N=CC2=NC(=CC=C21)NC2=CC=C1C=CNC1=C2 N-[1-(oxan-2-yl)-1H-pyrazolo[4,3-b]pyridin-5-yl]-1H-indol-6-amine